(methylamino)-N-(2-(4'-(trifluoromethoxy)-[1,1'-biphenyl]-4-yl)ethyl)pentanamide hydrochloride Cl.CNC(C(=O)NCCC1=CC=C(C=C1)C1=CC=C(C=C1)OC(F)(F)F)CCC